FC(C(C(C(C(C(C(C(C(=O)O)(F)F)(F)F)(F)F)(F)F)(F)F)(F)F)(F)F)(C(=O)O)F Hexadecafluorosebacic Acid